BrC=1C(=NN(C1)C)C(=O)N1CCN(CC1)CCC1=C(C=C(C=C1)F)F (4-Bromo-1-methyl-1H-pyrazol-3-yl)-{4-[2-(2,4-difluoro-phenyl)-ethyl]-piperazin-1-yl}-methanone